C(#N)C=1C=C2C=CN(C2=C(C1)NC(C)=O)C N-(5-Cyano-1-methyl-1H-indol-7-yl)acetamide